N1(C=NC=C1)CCCC=1N=C(SC1)N 4-(3-(1H-imidazole-1-yl)propyl)thiazole-2-amine